NC1=CC2=C(N=N1)C(=NC=C2C2=NN1C(C=CC(=C1)O)=N2)NC 2-[3-amino-8-(methylamino)pyrido[3,4-c]pyridazin-5-yl]-[1,2,4]triazolo[1,5-a]pyridin-6-ol